NC1=CC(=C(C(=O)NC2(CC2)C2=C3C=CC=NC3=CC(=C2)OC)C=C1OC[C@H]1N(CC1)C)C (S)-4-Amino-N-(1-(7-methoxyquinolin-5-yl)cyclopropyl)-2-methyl-5-((1-methylazetidin-2-yl)methoxy)benzamide